N-(2,2,2-trifluoroethyl)benzamide ethyl-5,6-dihydroxyindoline-2-carboxylate C(C)OC(=O)C1NC2=CC(=C(C=C2C1)O)O.FC(CNC(C1=CC=CC=C1)=O)(F)F